NC=1C=C(C=C(C1)C(F)(F)F)C(C)NC1=CC(=NC2=CC=CC=C12)C 4-((1-(3-amino-5-(trifluoromethyl)phenyl)ethyl)amino)-2-methylquinoline